FC(OC1=NC(=CC=C1NC(=O)C1(COC1)C1=C(C=CC=C1)C(C)C)OC)F N-(2-(difluoromethoxy)-6-methoxypyridin-3-yl)-3-(2-isopropylphenyl)oxetane-3-carboxamide